5-Hydroxy-6,7,8,3',4'-pentamethoxyflavone OC1=C2C(C=C(OC2=C(C(=C1OC)OC)OC)C1=CC(=C(C=C1)OC)OC)=O